C(C=CC=CCCCCCCCCCCCCC)(=O)O Octadecadienic acid